ClC=1C=NC(=NC1)N1C(=CC=C1)C(=O)O (5-Chloropyrimidin-2-yl)-1H-pyrrole-2-carboxylic acid